CN1C(=NN=C1S)CC1(COC1)C=1C=C(C=CC1)NC(OCCCC)=O butyl (3-{3-[(4-methyl-5-sulfanyl-4H-1,2,4-triazol-3-yl)methyl]oxetan-3-yl}phenyl)carbamate